(Z)-2-((2-(fluoromethylene)tetrahydro-1H-pyrrolizin-7a(5H)-yl)methoxy)-4-methoxy-5,6,7,8-tetrahydropyrido[3,4-d]pyrimidine F\C=C/1\CC2(CCCN2C1)COC=1N=C(C2=C(N1)CNCC2)OC